ClC1=C(C=C2C(=NNC2=C1)CCCC(=O)O)C1=CC=C(C=C1)C1=C(C=CC=C1)O 4-(6-chloro-5-(2'-hydroxy-[1,1'-biphenyl]-4-yl)-1H-indazol-3-yl)-butanoic acid